6-(4'-fluoro-[1,1'-biphenyl]-4-yl)-4-vinylpicolinamide FC1=CC=C(C=C1)C1=CC=C(C=C1)C1=CC(=CC(=N1)C(=O)N)C=C